Chloroprolin ClN1[C@@H](CCC1)C(=O)O